C(C)[C@H]1OC2=C(CNC1)C=CN=C2 (R)-2-Ethyl-2,3,4,5-tetrahydropyrido[4,3-f][1,4]oxazepine